(6-(piperazin-1-yl)pyridin-3-yl)-7-(1H-pyrazol-4-yl)quinolin N1(CCNCC1)C1=CC=C(C=N1)C1=NC2=CC(=CC=C2C=C1)C=1C=NNC1